11-(4-((tert-butyldimethylsilyl)oxy)-2,6-dimethylbenzyl)-2,2-dimethyl-4,9-dioxo-3-oxa-5,7,10-triazadodec-5-en-12-oic acid amide [Si](C)(C)(C(C)(C)C)OC1=CC(=C(CC(NC(CNC=NC(OC(C)(C)C)=O)=O)C(=O)N)C(=C1)C)C